CC(=O)N[C@@H]1[C@H]([C@@H]([C@H](O[C@H]1O[C@H]2[C@H]([C@H](OC([C@@H]2NC(=O)C)O)CO)O)CO)O[C@H]3[C@@H]([C@H]([C@H]([C@H](O3)COS(=O)(=O)O)O)O)O)O The molecule is an amino trisaccharide comprised of an 6-sulfated beta-D-galactopyranosyl residue, a 2-acetamido-beta-D-glucopyranosyl residue, and a 2-acetamido-D-galactopyranosyl reidue joined in sequence by (1->4) and (1->3) glycosidic linkages. It is an oligosaccharide sulfate and an amino trisaccharide.